Butoxypropylmethacrylat C(CCC)OCCCOC(C(=C)C)=O